BrC1=C(C=CC=2NC=NC21)NC=2N(CCN2)C(=O)OC(C)OC([C@H]([C@H](CO)CC2=CN=CN2C)CC)=O 1-(((2S,3R)-2-ethyl-4-hydroxy-3-((1-methyl-1H-imidazol-5-yl)methyl)butanoyl)oxy)ethyl 2-((4-bromo-1H-benzo[d]imidazol-5-yl)amino)-4,5-dihydro-1H-imidazole-1-carboxylate